6-[4-fluoro-2-[3-fluoro-5-(methylsulfanyl)phenyl]pyrrolidin-1-yl]-N-[1-[(4-fluoro-3-hydroxyphenyl)methyl]-4-methoxypyrrolidin-3-yl]imidazo[1,2-b]pyridazine-3-carboxamide FC1CC(N(C1)C=1C=CC=2N(N1)C(=CN2)C(=O)NC2CN(CC2OC)CC2=CC(=C(C=C2)F)O)C2=CC(=CC(=C2)SC)F